C(C=C)(=O)N1CC2(C1)CN(CC2)C=2C(=C(C(N(C2)CCCN(C)C)=O)C2=C1C=NNC1=CC=C2C)C#N 5-(2-acryloyl-2,6-diazaspiro[3.4]octan-6-yl)-1-(3-(dimethylamino)propyl)-3-(5-methyl-1H-indazol-4-yl)-2-oxo-1,2-dihydropyridine-4-carbonitrile